(2S,4S)-N-{3-[2-(4-chloro-3-fluorophenoxy)acetamido]bicyclo[1.1.1]pentan-1-yl}-6-fluoro-4-hydroxy-7-methyl-3,4-dihydro-2H-1-benzopyran-2-carboxamide ClC1=C(C=C(OCC(=O)NC23CC(C2)(C3)NC(=O)[C@H]3OC2=C([C@H](C3)O)C=C(C(=C2)C)F)C=C1)F